N-((R)-5-(5-((S)-1-hydroxypropan-2-yl)-1,2,4-oxadiazol-3-yl)-2,3-dihydro-1H-inden-1-yl)-1-methyl-1H-pyrazole-5-carboxamide OC[C@H](C)C1=NC(=NO1)C=1C=C2CC[C@H](C2=CC1)NC(=O)C1=CC=NN1C